6-bromo-2-(2,3-dichlorophenyl)-2H-indazole BrC=1C=CC2=CN(N=C2C1)C1=C(C(=CC=C1)Cl)Cl